(2R)-3-methoxy-2-phenyl-N-(5-{[(3R)-1-(1,2,4-triazin-3-yl)-3-pyrrolidinyl]amino}-1,3,4-thiadiazol-2-yl)propanamide COC[C@H](C(=O)NC=1SC(=NN1)N[C@H]1CN(CC1)C=1N=NC=CN1)C1=CC=CC=C1